C(C)C1N(C2=CC=C(C=C2CC1)CC)S(=O)(=O)C1=CC(=C(C=C1)C(CN1CCOCC1)O)CO (4-((2,6-diethyl-3,4-dihydroquinolin-1(2H)-yl)sulfonyl)-2-(hydroxymethyl)phenyl)-2-morpholinoethanol